ClC1=CC=C(C=C1)S(=O)O.C(C)N ethylamine p-chlorobenzenesulfinate salt